COC1=NC=C(C(=N1)OC)C=1C=C(C=2N(N1)C=CN2)[C@@H]2[C@H](C2)C2=C(C=C(C=C2)OC(F)(F)F)F 6-(2,4-dimethoxypyrimidin-5-yl)-8-((1S,2S)-2-(2-fluoro-4-(trifluoromethoxy)phenyl)cyclopropyl)imidazo[1,2-b]pyridazine